COC(=O)C=1C=C2CCC3(CCNCC3)OC2=CC1C(=O)OC Dimethylspiro[chroman-2,4'-piperidine]-6,7-dicarboxylate